methyl (1r,4r)-4-(3-bromo-2-methylphenoxy)cyclohexane-1-carboxylate BrC=1C(=C(OC2CCC(CC2)C(=O)OC)C=CC1)C